[Ru](Cl)(Cl)Cl.C(CCCCC)=N hexaanimin ruthenium chloride